5-(methylamino)-6-(3-methylimidazo[4,5-c]pyridin-7-yl)-3-[[6-(morpholinomethyl)-3-pyridyl]amino]pyrazine-2-carboxamide formate salt C(=O)O.CNC=1N=C(C(=NC1C=1C2=C(C=NC1)N(C=N2)C)C(=O)N)NC=2C=NC(=CC2)CN2CCOCC2